2-(chloromethoxy)-ethanol ClCOCCO